OC=1C=C(C=CC1O)[C@H]1OC=2C(C[C@@H]1O)=C(C=C(C2[C@@H]2[C@H]([C@H](OC1=C2C(=CC(=C1)O)O)C1=CC(=C(C=C1)O)O)O)O)O (2r,3s)-2-(3,4-dihydroxyphenyl)-8-[(2r,3r,4r)-2-(3,4-dihydroxyphenyl)-3,5,7-trihydroxy-3,4-dihydro-2H-benzopyran-4-yl]-3,4-dihydro-2H-benzopyran-3,5,7-triol